(R)-8-(1-((2-(4-(2-((tert-butyldimethylsilyl)oxy)acetyl)piperazin-1-yl)-4-fluorophenyl)amino)ethyl)-3,6-dimethyl-2-(tetrahydro-2H-pyran-4-yl)quinazolin-4(3H)-one [Si](C)(C)(C(C)(C)C)OCC(=O)N1CCN(CC1)C1=C(C=CC(=C1)F)N[C@H](C)C=1C=C(C=C2C(N(C(=NC12)C1CCOCC1)C)=O)C